COC(C1CCN(CC1)C1=C(C(=C(C(=O)O)C=C1F)C=O)F)OC 4-[4-(dimethoxymethyl)-1-piperidyl]-3,5-difluoro-2-formyl-benzoic acid